1-methyl-1H-pyrazole dihydrochloride Cl.Cl.CN1N=CC=C1